(3S)-3-hydroxyasparagine O[C@@H]([C@H](N)C(=O)O)C(N)=O